FC1(CC(C1)/C(=N/O)/N)F (Z)-3,3-difluoro-N'-hydroxycyclobutaneformamidine